methyl 6-((6-fluoro-2-methylpyridin-3-yl) oxy)-3-iodo-2-methylbenzoate FC1=CC=C(C(=N1)C)OC1=CC=C(C(=C1C(=O)OC)C)I